ClC1=CC(=C(C=C1)/C=C/C(=O)N[C@H](C(=O)NC(C(C(=O)N)=NO)C[C@H]1C(NCC1)=O)CC1CC1)F 3-((S)-2-((E)-3-(4-chloro-2-fluorophenyl)acrylamido)-3-cyclopropylpropionamido)-2-(hydroxyimino)-4-((S)-2-oxopyrrolidin-3-yl)butanamide